dimethyl-tertiary butyl-bromosilane C[Si](Br)(C(C)(C)C)C